6-chloro-5-methoxypicolinic acid ClC1=C(C=CC(=N1)C(=O)O)OC